dihydroxy-4-ethoxy-4'-n-propoxybenzophenone OC=1C(=C(C(=O)C2=CC=C(C=C2)OCCC)C=CC1OCC)O